BrC=1C=C(C(=CC1F)O)O 4-bromo-5-fluorobenzene-1,2-diol